BrC1=CC=C(C=C1)C1=NN(C2=C1C=NC=1C=CC(=CC21)OC)C2=CC(=C(C=C2)C)C 3-(4-bromophenyl)-1-(3,4-dimethylphenyl)-8-methoxy-1H-pyrazolo[4,3-c]quinoline